1-(6-fluoro-1-(piperidin-4-yl)-1H-indazol-4-yl)dihydropyrimidine-2,4(1H,3H)-dione FC1=CC(=C2C=NN(C2=C1)C1CCNCC1)N1C(NC(CC1)=O)=O